4-(2,5-Diazabicyclo[2.2.2]octan-2-yl)-7-(7,8-difluoro-3-hydroxynaphthalen-1-yl)-2-(((2R,7aS)-2-fluorotetrahydro-1H-pyrrolizin-7a(5H)-yl-2-d)methoxy-d2)pyrido[3,4-d]pyrimidin-8(7H)-one C12N(CC(NC1)CC2)C=2C1=C(N=C(N2)OC([2H])([2H])[C@]23CCCN3C[C@](C2)([2H])F)C(N(C=C1)C1=CC(=CC2=CC=C(C(=C12)F)F)O)=O